ClC=1C=C(C=CC1)C(=O)NC1=CC=C(C=C1)C1(CCC1)NC(C1=CC(=C(C=C1)F)F)=O N-(1-{4-[(3-chlorobenzene-1-carbonyl)amino]phenyl}cyclobutyl)-3,4-difluorobenzamide